[(3S)-3-(6-methyl-3-pyridyl)isoxazolidin-2-yl]methanone CC1=CC=C(C=N1)[C@H]1N(OCC1)C=O